NCC1=CC=C(C=C1)CNC1=C(C(=NN1C(=O)C1=COC(=C1)C)C1C(CN(C1)C(C(C)(C)C)=O)=O)OC 4-[5-({[4-(aminomethyl)phenyl]methyl}amino)-4-methoxy-1-(5-methylfuran-3-carbonyl)-1H-pyrazol-3-yl]-1-(2,2-dimethylpropanoyl)pyrrolidin-3-one